FC(C1OCCC1)F 2-(difluoromethyl)tetra-hydrofuran